(cis)-4-{[4-methyl-1-(2-cyanoacetyl)pyrrolidin-3-yl]-methyl-amino}-1H-pyrrolo[2,3-b]pyridine-5-carbonitrile C[C@@H]1[C@@H](CN(C1)C(CC#N)=O)N(C1=C2C(=NC=C1C#N)NC=C2)C